6-({5-[(3S)-3-(6-methylpyridin-3-yl)oxolane-3-carbonyl]-2H,4H,5H,6H-pyrrolo[3,4-c]pyrazol-2-yl}sulfonyl)-1,3-benzothiazole CC1=CC=C(C=N1)[C@@]1(COCC1)C(=O)N1CC2=NN(C=C2C1)S(=O)(=O)C1=CC2=C(N=CS2)C=C1